di(cyclopentylmethyl)adipate C1(CCCC1)COC(CCCCC(=O)OCC1CCCC1)=O